ClC=1C=C2C(=NC(=NC2=C(C1C1=C2C=NNC2=CC=C1C)F)OCC1(CC1)CN1CCCC1)N1CCC2(CN(C2)C(C(=C)C2CC2)=O)CC1 1-(7-(6-chloro-8-fluoro-7-(5-methyl-1H-indazol-4-yl)-2-((1-(pyrrolidin-1-ylmethyl)cyclopropyl)methoxy)quinazolin-4-yl)-2,7-diazaspiro[3.5]nonan-2-yl)-2-cyclopropylprop-2-en-1-one